1-[3-(benzyloxy)-4-methoxyphenyl]-6-chloro-1,3-dihydro-2H-imidazo[4,5-c]pyridin-2-one C(C1=CC=CC=C1)OC=1C=C(C=CC1OC)N1C(NC=2C=NC(=CC21)Cl)=O